ClC=1C=C(C=C(C1OC=1C=C2CCC(NC2=CC1)=O)Cl)N1NC(NC(C1C#N)=O)=O [3,5-dichloro-4-[(2-oxo-3,4-dihydro-1H-quinolin-6-yl)oxy]phenyl]-3,5-dioxo-1,2,4-triazine-6-carbonitrile